C1(CC1)N1C(=NN=C(C1=O)N[C@H]1CN(CCC1)CCO)C1=C(C2=C(SC=C2)C=C1)O (R)-4-cyclopropyl-3-(4-hydroxybenzo[b]thiophen-5-yl)-6-((1-(2-hydroxyethyl)piperidin-3-yl)amino)-1,2,4-triazin-5(4H)-one